C[C@H]1CN(C[C@@H](O1)C)C=1SC=C(N1)C(=O)O 2-[(2S,6S)-2,6-dimethylmorpholin-4-yl]thiazole-4-carboxylic acid